CC=1C(=NC(=NC1)NC1=CC=NN1C)C=1C=C2N(CCN(C2=O)C(C(=O)O)C)C1 2-(7-(5-methyl-2-((1-methyl-1H-pyrazol-5-yl)amino)pyrimidin-4-yl)-1-oxo-3,4-dihydropyrrolo[1,2-a]pyrazin-2(1H)-yl)propionic acid